CC=1C(=C(C=C(C1)C(F)(F)F)O)C=1C=NC=2C(N1)=NN(C2)[C@@H]2CCC=1N(C2)C(=NN1)C(F)(F)F |o1:21| (R or S)-3-methyl-5-(trifluoromethyl)-2-(2-(3-(trifluoromethyl)-5,6,7,8-tetrahydro-[1,2,4]triazolo[4,3-a]pyridin-6-yl)-2H-pyrazolo[3,4-b]pyrazin-6-yl)phenol